BrC(C=O)C=O Bromomalonaldehyd